monophospho-3,7-dideoxy-7-azido-D-glycero-D-galacto-nonulosonic acid P(=O)(O)(O)O[C@@H](CC(C(=O)O)=O)[C@@H](O)[C@@H](O)[C@@H]([C@H](O)CO)N=[N+]=[N-]